1-Ethoxycarbonyl-cyclobutanecarboxylic acid C(C)OC(=O)C1(CCC1)C(=O)O